C(C1=CC=CC=C1)N1[C@H]2CC(C[C@@H]1CC2)NC(=O)C2=CC=C1C=CN(C1=C2)C2=CC=C(C=C2)F N-((1R,3s,5S)-8-Benzyl-8-azabicyclo[3.2.1]octan-3-yl)-1-(4-fluorophenyl)-1H-indol-6-carboxamid